4-tert-butyl-2,5-dimethylphenol C(C)(C)(C)C1=CC(=C(C=C1C)O)C